C(C)C=1C=C(C=CC1)C(CBr)=O 1-(3-(1-ethyl)phenyl)-2-bromoethanone